N1(CCCCC1)CCCCC(=O)OC(C(=O)OCCCCCCCC\C=C/C\C=C/CCCCC)C(=O)OCCCCCCCC\C=C/C\C=C/CCCCC di((9Z,12Z)-octadeca-9,12-dien-1-yl) 2-((5-(piperidin-1-yl)pentanoyl)oxy)-malonate